4-[2-(thiophen-2-yl)vinyl]anilin S1C(=CC=C1)C=CC1=CC=C(N)C=C1